5-bromo-6-fluoronaphthalen BrC1=C2C=CC=CC2=CC=C1F